C(C1=CC=C(C=C1)OC)PC1=CC=CC=C1 anisylphenylphosphin